tetrachlorobenzenedinitrile ClC=1C(=C(C(=C(C1C#N)C#N)Cl)Cl)Cl